(1R,5R)-5-hydroxycyclohex-3-ene-1-carboxylic acid benzyl ester C(C1=CC=CC=C1)OC(=O)[C@@H]1CC=C[C@@H](C1)O